(S)-(3-(1-amino-1,3-dihydro-spiro[indene-2,4'-piperidin]-1'-yl)-6-(3-(oxazol-2-ylamino)prop-1-yn-1-yl)pyrazin-2-yl)methanol N[C@@H]1C2=CC=CC=C2CC12CCN(CC2)C=2C(=NC(=CN2)C#CCNC=2OC=CN2)CO